1-(but-3-en-1-yl)-1H-indole-3-carbaldehyde C(CC=C)N1C=C(C2=CC=CC=C12)C=O